O1C(OCC1)C1=CC=C(C=C1)C1=NOC(=N1)C(F)(F)F 3-[4-(1,3-dioxolan-2-yl)phenyl]-5-(trifluoromethyl)-1,2,4-oxadiazole